bis(5-methylthiophen-2-yl)piperidine-4-carboxamide CC1=CC=C(S1)C1N(CCC(C1)C(=O)N)C=1SC(=CC1)C